N-((S)-(5-((R)-Cyclopropyl((R)-2-oxo-4-(trifluoromethyl)imidazolidin-1-yl)methyl)-4-fluorobenzo[d]oxazol-2-yl)(4,4-difluorocyclohexyl)methyl)-1-ethyl-1H-pyrazole-5-carboxamide C1(CC1)[C@H](C=1C=CC2=C(N=C(O2)[C@@H](NC(=O)C2=CC=NN2CC)C2CCC(CC2)(F)F)C1F)N1C(N[C@H](C1)C(F)(F)F)=O